O=C1C(=CC=2C(=NC=CN2)N1CC1=NC=CN=C1C(F)(F)F)C1CN(CC1)C(=O)OC(C)(C)C tert-butyl 3-(6-oxo-5-((3-(trifluoromethyl)pyrazin-2-yl)methyl)-5,6-dihydropyrido[2,3-b]pyrazin-7-yl)pyrrolidine-1-carboxylate